N-[2-(3-chlorophenyl)ethyl]-2-[1-[(2,3-difluorophenyl)methyl]-5-oxopyrrolidin-2-yl]acetamid ClC=1C=C(C=CC1)CCNC(CC1N(C(CC1)=O)CC1=C(C(=CC=C1)F)F)=O